CN1N=C2C(=CC(=CC2=C1)C=1N=C2N(C(C1)=O)N=C(S2)N2CCN(CC2)C)C 7-(2,7-dimethyl-2H-indazol-5-yl)-2-(4-methylpiperazin-1-yl)-5H-[1,3,4]thiadiazolo[3,2-a]pyrimidin-5-one